CC1=CC=C(C=C1)S(=O)(=O)OCC(COS(=O)(=O)C1=CC=C(C)C=C1)OS(=O)(=O)C1=CC=C(C)C=C1 1,2,3-tri-p-toluenesulfonyloxypropane